NC1=CC=C(C=N1)/C(=C/C=1C=C(C(=O)N[C@@H]2[C@H](CCCC2)O)C=CC1F)/F 3-[(Z)-2-(6-aminopyridin-3-yl)-2-fluorovinyl]-4-fluoro-N-[(1S,2S)-2-hydroxycyclohexyl]benzamide